5,6,7,8-tetrahydroimidazo[1,2-a]pyridin-7-ylmethanol N=1C=CN2C1CC(CC2)CO